2-[2-acetyl-5,8-dioxo-(prop-2-yl)-5,6,7,8-tetrahydro-4H-pyrazolo[1,5-a]pyrrolo[3,4-d]pyrimidin-4-yl]-N-(5-fluoropyridin-2-yl)acetamide C(C)(=O)C1=NN2C(N(C3=C(C2=O)CNC3=O)CC(=O)NC3=NC=C(C=C3)F)=C1C(C)C